(5-bromo-1-((2-(trimethylsilyl)ethoxy)methyl)-1H-indazol-6-yl)methanol BrC=1C=C2C=NN(C2=CC1CO)COCC[Si](C)(C)C